(1R,2S)-6-chloro-2-fluoro-1,2,3,4-tetrahydronaphthalen-1-ol ClC=1C=C2CC[C@@H]([C@@H](C2=CC1)O)F